O.[Na+].O1CCN(CC1)C(C)S(=O)(=O)[O-] morpholinoethanesulfonate sodium salt monohydrate